CN([C@H]1CCN(C2=C(C=CC=C12)C)S(=O)(=O)C1=C(C=C(C=C1)C=1C=NN(C1)C)C)C |r| Rac-(4S)-N,N,8-trimethyl-1-[2-methyl-4-(1-methylpyrazol-4-yl)phenyl]sulfonyl-3,4-dihydro-2H-quinolin-4-amine